CC=1C=C(NC2=C(C=NC=C2)S(=O)(=O)NC(=O)NC(C)C)C=CC1 1-[4-(3-methylanilino)pyridin-3-yl]sulfonyl-3-propan-2-ylurea